COC1=CC=C(C=C1)N1C(=NC2=C(C=CC=C2C1=O)[N+](=O)[O-])[C@@H]1NCCC1 (R)-3-(4-methoxyphenyl)-8-nitro-2-(pyrrolidin-2-yl)quinazolin-4(3H)-one